C(C)(=O)C1=CNC2=CC(=CC=C12)P(=O)(O)O 3-acetyl-6-phosphono-1H-indol